N[C@H](C(=O)N1[C@@H]2[C@](CCC1)([C@H](NC2)C(=O)O)CCCB(O)O)C (4aR,5S,7aR)-1-((S)-2-aminopropanoyl)-4a-(3-boronopropyl)octahydro-1H-pyrrolo[3,4-b]pyridine-5-carboxylic acid